ClCC1=CC=C(C=C1)S(=O)(=O)C1CC1 (chloromethyl)-4-(cyclopropylsulfonyl)benzene